FC1=C(C=C(C=C1)NC1=CC=NC=C1)N1C(C2=CC=C(C=C2C1)NC1=CC=NC=C1)=O 2-(2-fluoro-5-(pyridin-4-ylamino)phenyl)-5-(pyridin-4-ylamino)isoindolin-1-one